CC1CCC12CC(C2)NC(=O)C2=C(SC(=C2N(C)C2=CC=C(C=C2)C2=CC=CC=C2)C)C Methyl-6-(4-([1,1'-biphenyl]-4-yl(methyl)amino)-2,5-dimethylthiophene-3-carboxamido)spiro[3.3]heptane